7-(5-fluoro-3-(1-((1-fluorocyclopentyl)methyl)-1H-pyrazol-4-yl)pyridin-2-yl)-3-methyl-[1,2,4]triazolo[4,3-a]pyridine FC=1C=C(C(=NC1)C1=CC=2N(C=C1)C(=NN2)C)C=2C=NN(C2)CC2(CCCC2)F